(2-bromoethyloxy)(tert-butyl)dimethylsilane BrCCO[Si](C)(C)C(C)(C)C